OC1=CC=C2C(=N1)N(C(=N2)C(=O)NC2(CCS(CC2)(=O)=O)C)C 5-hydroxy-3-methyl-N-(4-methyl-1,1-dioxidotetrahydro-2H-thiopyran-4-yl)-3H-imidazo[4,5-b]pyridine-2-carboxamide